C(C)OC(=O)C1(CCCC1)OC1=C(C=C(C(=C1)N1C(N(C(=CC1=O)C(F)(F)F)C)=O)F)Cl Ethyl-1-{2-chloro-4-fluoro-5-[3-methyl-2,6-dioxo-4-(trifluoromethyl)-3,6-dihydropyrimidin-1(2H)-yl]phenoxy}cyclopentancarboxylat